(S)-isobutyl (2-((1-(5-(4-ethylphenyl)-1,2,4-oxadiazol-3-yl)ethyl)carbamoyl)-4-methoxypyridin-3-yl) carbonate C(OCC(C)C)(OC=1C(=NC=CC1OC)C(N[C@@H](C)C1=NOC(=N1)C1=CC=C(C=C1)CC)=O)=O